(furan-2-yl)-5-(1H-indole-3-carboxamido)benzoic acid O1C(=CC=C1)C1=C(C(=O)O)C=C(C=C1)NC(=O)C1=CNC2=CC=CC=C12